C(C=C)(=O)OC(C(C(C(C(C(C(C(C(F)(F)F)(F)F)(F)F)(F)F)(F)F)(F)F)(F)F)(F)F)(F)F perfluoro-1-nonyl acrylate